The molecule is an N-acylglycinate that is the conjugate base of N-hexadecanoylglycine, obtained by deprotonation of the carboxy group; major species at pH 7.3. It is a N-acylglycinate and a N-(fatty acyl)-glycine(1-). It is a conjugate base of a N-hexadecanoylglycine. CCCCCCCCCCCCCCCC(=O)NCC(=O)[O-]